tert-Butyl 4-{3,6-diazabicyclo[3.2.2]nonan-6-yl}piperidine-1-carboxylate C12CNCC(N(C1)C1CCN(CC1)C(=O)OC(C)(C)C)CC2